C(CCCCCCC\C=C/CCCCCCCC)(=O)OC[C@H](COC(CCN(C)C)=O)OC(CCCCCCC\C=C/CCCCCCCC)=O (R)-3-((3-(dimethylamino)propionyl)oxy)propane-1,2-diol dioleate